(R)-(+)-4-Ethylamino-2-(3-methoxypropyl)-3,4-dihydro-2H-thieno[3,2-e]-1,2-thiazin-6-sulfonamide-1,1-dioxide C(C)N[C@H]1CN(S(C2=C1C=C(S2)S(=O)(=O)N)(=O)=O)CCCOC